3-((6-Amino-1H-pyrrolo[2,3-b]pyridin-4-yl)thio)propanoic acid methyl ester COC(CCSC1=C2C(=NC(=C1)N)NC=C2)=O